NC1=NC(=CC=C1C1=CC(=C(C(=O)NC=2C=NC(=C(C2)Cl)N2N=CC=N2)C=C1C(C)C)F)F 4-(2-Amino-6-fluoropyridin-3-yl)-N-(5-chloro-6-(2H-1,2,3-triazol-2-yl)pyridin-3-yl)-2-Fluoro-5-isopropylbenzamide